4-Vinylphenylboronat C(=C)C1=CC=C(C=C1)B([O-])[O-]